COC(C(=C1CCOC2(CCOC2)C1)C#N)=O 2-cyano-2-(2,6-dioxaspiro[4.5]decan-9-ylidene)acetic acid methyl ester